FC1=C(C2=C(C(C3=C(SC2)C2=C(C=C3)C=CS2)=O)C=C1)F 9,10-Difluorobenzo[e]thieno[3',2':5,6]benzo[1,2-b]thiepin-6(11H)-one